ClC=1C=C(C=NC1C1=CCCCO1)N 5-chloro-6-(3,4-dihydro-2H-pyran-6-yl)pyridin-3-amine